DL-aspartic acid-methacrylic anhydride C(C(=C)C)(=O)OC([C@@H](N)CC(=O)O)=O |r|